4-(3-cyclopropyl-5-methoxy-1H-indazol-1-yl)-5-(trifluoromethyl)pyrimidine C1(CC1)C1=NN(C2=CC=C(C=C12)OC)C1=NC=NC=C1C(F)(F)F